1-(4-chlorophenyl)-N-{4-[2-(3,4-dichlorophenoxy)acetylamino]bicyclo[2.1.1]-hexan-1-yl}-5-methyl-1H-pyrazole-3-carboxamide ClC1=CC=C(C=C1)N1N=C(C=C1C)C(=O)NC12CCC(C1)(C2)NC(COC2=CC(=C(C=C2)Cl)Cl)=O